ClC=1C=CC(=NC1C(F)(F)F)[C@H](NC(=O)N1[C@@H](C(NCC1)=O)C)C1CCC(CC1)(F)F |o1:11| (2R)-N-((R or S)-(5-chloro-6-(trifluoro-methyl)pyridin-2-yl)(4,4-difluoro-cyclohexyl)methyl)-2-methyl-3-oxo-piperazine-1-carboxamide